C(C)(C)C1=CC=C2[C@]3(CCC[C@]([C@@H]3CCC2=C1)(C(=O)NC1=NC=NC(=C1)NC1=CC=CC=C1)C)C (1R,4aS,10aR)-7-isopropyl-1,4a-dimethyl-N-(6-(phenylamino)pyrimidin-4-yl)-1,2,3,4,4a,9,10,10a-octahydrophenanthrene-1-carboxamide